BrCCO[Si](C)(C)C(C)(C)C 1-(2-bromoethoxy)(tert-butyl)dimethylsilane